4-(2-(3-chloro-2-methyl-5-nitrophenoxy)ethyl)morpholine ClC=1C(=C(OCCN2CCOCC2)C=C(C1)[N+](=O)[O-])C